[5-[3-[2-[(4-hydroxy-2-methyl-cyclohexyl)amino]-1,3-benzothiazol-7-yl]phenyl]-2-furyl]phosphonic acid OC1CC(C(CC1)NC=1SC2=C(N1)C=CC=C2C=2C=C(C=CC2)C2=CC=C(O2)P(O)(O)=O)C